[Si](C)(C)(C(C)(C)C)O[C@H]1C[C@H](C2(C1)CCN(CC2)C2=NC(=CC(=N2)C#N)C)N[S@](=O)C(C)(C)C (R)-N-((1r,3r)-3-((tert-butyldimethylsilyl)oxy)-8-(4-cyano-6-methylpyrimidin-2-yl)-8-azaspiro[4.5]decan-1-yl)-2-methylpropane-2-sulfinamide